5-(propanesulfonyl)-3H-[1,2,3]triazol C(CC)S(=O)(=O)C1=CNN=N1